Pentamethylcyclopentadienyl-dimethyl-(1-isopropyl-5,6,7,8-tetrahydro-1H-cyclopenta[b]naphthalene) hafnium [Hf].CC1=C(C(=C(C1(CC1(C(=CC=2C1=CC=1CCCCC1C2)C)C(C)C)C)C)C)C